C(C)(C)(C)OC(=O)N[C@H]1C[C@](CC1)(C(=O)OC)C(C)C methyl (1S,3R)-3-((tert-butoxycarbonyl)amino)-1-isopropylcyclopentane-1-carboxylate